tripropanol diacrylate C(C=C)(=O)O.C(C=C)(=O)O.C(CC)O.C(CC)O.C(CC)O